N1=CC(=CC=C1)CC1N2CCC(C1)CC2 2-(3-pyridylmethyl)quinuclidine